1-((3-hydroxypropyl)amino)propan OCCCNCCC